NC1=CC2=C(NC(=N2)CN(CCCCCCCN(C)CC2=NC3=C(N2)C=CC(=C3)N)C)C=C1 N1,N7-bis((5-amino-1H-benzo[d]imidazol-2-yl)methyl)-N1,N7-dimethylheptane-1,7-diamine